C(C1=CC=CC=C1)C1C(CC(N(C1)C(=O)NCCC1=CC=CC=C1)(C)C)N1CCCCC1 5-benzyl-2,2-dimethyl-N-(2-phenylethyl)-4-(1-piperidinyl)piperidine-1-carboxamide